CC1=CC=C(N=N1)OC=1C=CC=2N(C1)N=CC2B2OC(C(O2)(C)C)(C)C 6-(6-methylpyridazin-3-yl)oxy-3-(4,4,5,5-tetramethyl-1,3,2-dioxaborolan-2-yl)pyrazolo[1,5-a]pyridine